C(C)N1N=CC(=C1)NC=1N=C(C2=C(N1)N(C=C2F)COCC[Si](C)(C)C)N[C@@H]2C[C@@H](N(C2)C(=O)OC(C)(C)C)C tert-butyl (2S,4R)-4-((2-((1-ethyl-1H-pyrazol-4-yl) amino)-5-fluoro-7-((2-(trimethylsilyl) ethoxy) methyl)-7H-pyrrolo[2,3-d]pyrimidin-4-yl) amino)-2-methylpyrrolidine-1-carboxylate